Cl.N[C@@H](C(=O)O)CC (R)-2-AMINO-BUTYRIC ACID HYDROCHLORIDE